[N+](=O)([O-])C=1C=C(C=CC1N1CCN(CC1)CC1=CC(=CC=C1)[N+](=O)[O-])S(=O)(=O)NC1=CC=CC=C1 3-nitro-4-{4-[(3-nitrophenyl)methyl]piperazin-1-yl}-N-phenylbenzenesulfonamide